OCC[S@@](=O)(=N)C1=C(C(=O)N)C=CC=N1 ((S)-2-hydroxyethylsulfonimidoyl)nicotinamide